4-Methyl-1-(2-oxo-2-phenylethyl)pyridin-1-ium bromide [Br-].CC1=CC=[N+](C=C1)CC(C1=CC=CC=C1)=O